Tert-butyl (6-((2-fluoro-4-(((1-methylpiperidin-4-yl)oxy)methyl)benzyl)amino)isoquinolin-1-yl)carbamate FC1=C(CNC=2C=C3C=CN=C(C3=CC2)NC(OC(C)(C)C)=O)C=CC(=C1)COC1CCN(CC1)C